3-[4-(4-{5-[(tert-butyldimethylsilyl)oxy]-1-(oxan-2-yl)-1H-indazol-3-yl}-1H-pyrazol-1-yl)butoxy]propan-1-ol [Si](C)(C)(C(C)(C)C)OC=1C=C2C(=NN(C2=CC1)C1OCCCC1)C=1C=NN(C1)CCCCOCCCO